tert-butyl 2-[[3-amino-5-(trifluoromethyl)phenoxy]methyl]prop-2-enoate NC=1C=C(OCC(C(=O)OC(C)(C)C)=C)C=C(C1)C(F)(F)F